((((3-ethoxypropane-1,2-diyl)bis(oxy))bis(ethane-2,1-diyl))bis(oxy))bis(tetrahydro-2H-pyran) C(C)OCC(COCCOC1OCCCC1)OCCOC1OCCCC1